C(C)OC(CC1=C(C=CC=C1C#N)O[C@@H]1CCC2=CC=C(C=C12)C1=C2C=CN=C(C2=CC=C1)N)=O (R)-2-(2-((6-(1-aminoisoquinolin-5-yl)-2,3-dihydro-1H-inden-1-yl)oxy)-6-cyanophenyl)acetic acid ethyl ester